(S)-4-nitro-3-((oxetan-2-ylmethyl)amino)benzoic acid methyl ester COC(C1=CC(=C(C=C1)[N+](=O)[O-])NC[C@H]1OCC1)=O